1-(4-methoxyphenyl)cyclopropan-1-ol COC1=CC=C(C=C1)C1(CC1)O